(1-(difluoromethyl)-1H-tetrazol-5-yl)methanol FC(N1N=NN=C1CO)F